methyl-butanediol diitaconate C(C(=C)CC(=O)O)(=O)O.C(C(=C)CC(=O)O)(=O)O.CC(CCC)(O)O